Fmoc-D-arginine C(=O)(OCC1C2=CC=CC=C2C2=CC=CC=C12)N[C@H](CCCNC(N)=N)C(=O)O